N1(N=CC=C1)CCOC1=NC2=C(C(=CC=C2C(=N1)N1C[C@H]2CC[C@@H](C1)N2)C2=CC(=CC1=CC=CC=C21)O)F 4-(2-(2-(1H-pyrazol-1-yl)ethoxy)-4-((1R,5S)-3,8-diazabicyclo[3.2.1]octan-3-yl)-8-fluoroquinazolin-7-yl)naphthalen-2-ol